2-(2-(2-(methylamino)ethoxy)ethyl)-1-((2-nitrophenyl)sulfonyl)pyrrolidine-2-carboxamide TFA salt OC(=O)C(F)(F)F.CNCCOCCC1(N(CCC1)S(=O)(=O)C1=C(C=CC=C1)[N+](=O)[O-])C(=O)N